C(C1=CC=CC=C1)OCCCC1(NC=2C(=C3C(=NC2N)C=C(S3)C3=NNC=C3)N1C)NCC1=CC=C(C=C1)OC 2-(3-(benzyloxy)propyl)-N2-(4-methoxybenzyl)-1-methyl-7-(1H-pyrazol-3-yl)-1H-imidazo[4,5-d]Thieno[3,2-b]Pyridine-2,4-diamine